N1(N=CC=2C1=CN=CC2)C2=C(C=CC=C2)CN (2-(1H-pyrazolo[3,4-c]pyridin-1-yl)phenyl)methanamine